tert-butyl-4-[1-(2,6-dioxo-3-piperidyl)-3-methyl-2-oxo-benzimidazol-5-yl]piperazine C(C)(C)(C)N1CCN(CC1)C1=CC2=C(N(C(N2C)=O)C2C(NC(CC2)=O)=O)C=C1